(3R)-2-[(5-Chloro-3-hydroxypyridin-2-yl)methyl]-3-(4-chlorophenyl)-4-fluoro-6-[1-hydroxy-1-(1-methyl-1H-imidazol-4-yl)propyl]-3-[cis-3-hydroxycyclobutoxy]-2,3-dihydro-1H-isoindol-1-on ClC=1C=C(C(=NC1)CN1C(C2=CC(=CC(=C2[C@]1(O[C@@H]1C[C@@H](C1)O)C1=CC=C(C=C1)Cl)F)C(CC)(C=1N=CN(C1)C)O)=O)O